tert-butyl 3-amino-4-(4-ethylpiperazin-1-yl)benzoate NC=1C=C(C(=O)OC(C)(C)C)C=CC1N1CCN(CC1)CC